2-ethylhexanoyl-lysine C(C)C(C(=O)N[C@@H](CCCCN)C(=O)O)CCCC